2-(dimethylamino)ethyl 5-[6-(5-chloro-2-fluorophenyl)-2H,3H,4H-pyrido[3,2-b][1,4]oxazin-8-yl]pyridine-3-carboxylate ClC=1C=CC(=C(C1)C=1C=C(C=2OCCNC2N1)C=1C=C(C=NC1)C(=O)OCCN(C)C)F